1-(2-(dimethylamino)ethyl)-1H-indole-5-carboxylic acid methyl ester COC(=O)C=1C=C2C=CN(C2=CC1)CCN(C)C